(E)-1-methanesulfonyl-pyrrole-3-carboxamide CS(=O)(=O)N1C=C(C=C1)C(=O)N